C(C)(C)(C)C=1C=C(CN(C)C)C=C(C1O)C(C)(C)C 3,5-di-t-butyl-4-hydroxybenzyl-dimethylamine